CN(CCO)CCO (1bs)-methyldiethanolamine